6-amino-5-(3-hydroxy-2,6-dimethylphenyl)-2-isopropyl-3-methyl-4-oxo-4,5-dihydrothieno[3,2-c]pyridine-7-carboxamide NC1=C(C2=C(C(N1C1=C(C(=CC=C1C)O)C)=O)C(=C(S2)C(C)C)C)C(=O)N